C(C)C(CP(CC(CCCC)CC)(CC(CCCC)CC)=O)CCCC tris(2-ethylhexyl)phosphine oxide